ClC=1C=C2C=C(C(NC2=CC1)=O)[C@H](C)NC1=CC=C(N(C1=O)C)C(=O)N 5-{[(1S)-1-(6-chloro-2-oxo-1,2-dihydroquinolin-3-yl)ethyl]amino}-1-methyl-6-oxo-1,6-dihydropyridine-2-carboxamide